C(C)(C)(C)OC(=O)N1CCN(CC1)C=1C=C2C(=CN(C2=CC1)S(=O)(=O)CC1=CC=CC=C1)C=O 4-(3-formyl-1-toluenesulfonyl-1H-indol-5-yl)piperazine-1-carboxylic acid tert-butyl ester